N1(CCC1)C=1C=C(C=NC1)C=1N=NN(C1)CC1=CC=C2C=C(NC2=C1)CN1CCC(CC1)(C)C 6-((4-(5-(azetidine-1-yl)pyridin-3-yl)-1H-1,2,3-triazol-1-yl)methyl)-2-((4,4-dimethylpiperidin-1-yl)methyl)-1H-indole